2-(cyclopentylamino)-4-((1s,4s)-4-propionamidocyclohexylamino)pyrimidine-5-carboxamide C1(CCCC1)NC1=NC=C(C(=N1)NC1CCC(CC1)NC(CC)=O)C(=O)N